1-(3-methoxyphenyl)-1H-imidazol-4-amine COC=1C=C(C=CC1)N1C=NC(=C1)N